C(C)(C)(C)OC(=O)N1CC(OC2=C1C=CC=C2)C(C(=O)OC)O (1-hydroxy-2-methoxy-2-oxoethyl)-3,4-dihydro-2H-1,4-benzoxazine-4-carboxylic acid tert-butyl ester